N-(1-(2-(Cyclopropancarboxamido)pyridin-4-yl)-1H-indol-4-yl)-2-fluoroisonicotinamid C1(CC1)C(=O)NC1=NC=CC(=C1)N1C=CC2=C(C=CC=C12)NC(C1=CC(=NC=C1)F)=O